methyl (trans)-3-aminocyclobutane-1-carboxylate N[C@@H]1C[C@H](C1)C(=O)OC